CN(C(OC(C)(C)C)=O)C1(CC1)C1=NOC=C1 tert-Butyl N-methyl-N-[1-(1,2-oxazol-3-yl)cyclopropyl]carbamate